C(CCCCCCCCCCC\C=C/CCCCCCCC)OC[C@@H](OCCCCCCCCCCCCCCCCCCCCCC)COP(=O)(O)OCC[N+](C)(C)C 1-Erucyl-2-behenyl-sn-glycero-3-phosphorylcholine